(R)-3-methyl-4-(7-((4-(methylsulfonyl)piperazin-1-yl)methyl)-2-(1H-pyrrolo[2,3-b]pyridin-4-yl)thieno[3,2-d]pyrimidin-4-yl)morpholine C[C@H]1N(CCOC1)C=1C2=C(N=C(N1)C1=C3C(=NC=C1)NC=C3)C(=CS2)CN2CCN(CC2)S(=O)(=O)C